BrC=1N=C\C(\NC1)=N/N (E)-5-bromo-2-hydrazono-1,2-dihydropyrazine